2-(3-bromophenyl)-N-(5-methylthiazol-2-yl)propanamide BrC=1C=C(C=CC1)C(C(=O)NC=1SC(=CN1)C)C